C12CN(CC(N1)C2)C2=NC(=NC1=C(C(=C(C=C21)Cl)C2=C(C(=CC(=N2)N)C)C(F)(F)F)F)OC[C@@]21CCCN1C[C@@H](C2)F 6-(4-(3,6-diazabicyclo[3.1.1]heptan-3-yl)-6-chloro-8-fluoro-2-(((2R,7aR)-2-fluorotetrahydro-1H-pyrrolizin-7a(5H)-yl)methoxy)quinazolin-7-yl)-4-methyl-5-(trifluoromethyl)pyridin-2-amine